FC1=C(N=CC2=CC=CC=C12)CNC[C@@H](CC)O (R)-1-(((4-fluoroisoquinolin-3-yl)methyl)amino)butan-2-ol